N1=C(C=NC=C1)N1CC2(C1)CC(CC2)N2CCN(CC2)C2=NC=CC=C2C2=NC=CN=C2 2-pyrazin-2-yl-6-[4-(3-pyrazin-2-yl-2-pyridyl)piperazin-1-yl]-2-azaspiro[3.4]octane